2-amino-5-[4-(1-piperidyl)-1H-pyrrolo[2,3-b]pyridin-3-yl]pyridine NC1=NC=C(C=C1)C1=CNC2=NC=CC(=C21)N2CCCCC2